2-Ethoxy-N-iso-pentyl-3H-imidazo[4,5-b]pyridine-3-carboxamide C(C)OC1=NC=2C(=NC=CC2)N1C(=O)NCCC(C)C